1-{4-[(6S)-6-(2-methoxy-2-oxoethyl)-2,3,9-trimethyl-6H-thieno[3,2-f][1,2,4]triazolo[4,3-a][1,4]diazepin-4-yl]phenyl}-1H-pyrazole-3-carboxylic acid hydrochloride Cl.COC(C[C@H]1C=2N(C3=C(C(=N1)C1=CC=C(C=C1)N1N=C(C=C1)C(=O)O)C(=C(S3)C)C)C(=NN2)C)=O